4,7-dimethyl-3-(pyridin-3-yl)imidazo[1,5-a]quinazolin-5(4H)-one CN1C=2N(C3=CC=C(C=C3C1=O)C)C=NC2C=2C=NC=CC2